CC1(CCN(C2=CC=C(C=C12)C#CC1=CC=C(C=C1)/C=C/C(=O)OC)CC#C)C Methyl (2E)-3-(4-{2-[4,4-dimethyl-1-(prop-2-yn-yl)-1,2,3,4-tetrahydroquinolin-6-yl]ethynyl} phenyl)prop-2-enoate